FC1=C(C=CC(=C1)OC(C)C1=CC=CC=C1)B1OC(C)(C)C(C)(C)O1 (2-fluoro-4-(1-phenylethoxy)phenyl)boronic acid pinacol ester